F[C@@H]1CN(C[C@H](C1)NC1=NC=CC(=N1)C1=C(N=C(S1)C)OC=1C=CC(=C2C=CC=NC12)NS(=O)(=O)CC(F)(F)F)C(=O)OC(C)(C)C tert-butyl (3S,5S)-3-fluoro-5-[[4-[2-methyl-4-[[5-(2,2,2-trifluoroethylsulfonylamino)-8-quinolyl]oxy]thiazol-5-yl]pyrimidin-2-yl]amino]piperidine-1-carboxylate